ClC1=C2CCCN(C2=CC(=C1)Cl)C(=O)[C@@H]1[C@@H]([C@@H](C(N1C1=NC(=CC(=C1)C(F)(F)F)C)=O)O)O (3S,4S,5S)-5-(5,7-dichloro-1,2,3,4-tetrahydroquinoline-1-carbonyl)-3,4-dihydroxy-1-(6-methyl-4-(trifluoromethyl)pyridin-2-yl)pyrrolidin-2-one